N-cyclopropyl-N-((2,6-dihydroxy-5'-methyl-4-pentyl-1',2',3',4'-tetrahydro-[1,1'-biphenyl]-3-yl)methyl)acetamide C1(CC1)N(C(C)=O)CC=1C(=C(C(=CC1CCCCC)O)C1CCCC(=C1)C)O